FC1=C(OC(=O)N[C@@H]([C@@H](C)CC)C(=O)O)C(=CC(=C1)C1=NC(=NS1)C1=CC=C(C=C1)N1CCCC1)C=O ((2-fluoro-6-formyl-4-(3-(4-(pyrrolidin-1-yl)phenyl)-1,2,4-thiadiazol-5-yl)phenoxy)carbonyl)-L-isoleucine